F[C@H]1CN(C[C@@H](C1)NC1=NC=C(C=N1)C(F)(F)F)C1=NC2=C(N1C)C=C(C(=C2)NC(C=C)=O)C([2H])([2H])[2H] N-(2-((3R,5R)-3-Fluoro-5-((5-(trifluoromethyl)pyrimidin-2-yl)amino)piperidin-1-yl)-1-methyl-6-(methyl-d3)-1H-benzo[d]imidazol-5-yl)acrylamide